5-[1-[dideuterio-[4-[5-(difluoromethyl)-1,3,4-oxadiazol-2-yl]phenyl]methyl]triazol-4-yl]pyridin-2-amine [2H]C(N1N=NC(=C1)C=1C=CC(=NC1)N)(C1=CC=C(C=C1)C=1OC(=NN1)C(F)F)[2H]